C(C)OC(=O)C=1N(C(=C(C1)I)C)CCNC(=O)OC(C)(C)C 1-[2-(tert-butoxycarbonylamino)ethyl]-4-iodo-5-methyl-pyrrole-2-carboxylic acid ethyl ester